2-((4-bromo-1-oxo-1,2-dihydroisoquinolin-7-yl)oxy)acetonitrile BrC1=CNC(C2=CC(=CC=C12)OCC#N)=O